C[C@H]1CN(CCC1)CC1=CC(=C2CNC(C2=C1)=O)C(F)(F)F 6-{[(3R)-3-Methylpiperidin-1-yl]methyl}-4-(trifluoromethyl)-2,3-dihydroisoindol-1-one